4-methyl-5-(3-((4-phenethoxyphenyl)-carbamoyl)phenyl)nicotinic acid CC1=C(C=NC=C1C(=O)O)C1=CC(=CC=C1)C(NC1=CC=C(C=C1)OCCC1=CC=CC=C1)=O